17a-ethynylestradiol C[C@]12CC[C@H]3[C@H]([C@@H]1CC[C@]2(C#C)O)CCC4=C3C=CC(=C4)O